Para-fluoro-N-(4-(pentafluorosulfanyl)benzyl)benzamide FC1=CC=C(C(=O)NCC2=CC=C(C=C2)S(F)(F)(F)(F)F)C=C1